CC=1SC(=C(N1)C(=O)N1C2CC(CC1CNC=1N=CC3=CC=CC=C3C1)C2)C2=CC=CC=C2 N-{[2-(2-Methyl-5-phenyl-1,3-thiazol-4-carbonyl)-2-azabicyclo[3.1.1]heptan-3-yl]methyl}isochinolin-3-amin